2-chloro-5-((2,3-dichlorophenyl)thio)pyrazine ClC1=NC=C(N=C1)SC1=C(C(=CC=C1)Cl)Cl